Platinum-Nickel [Ni].[Pt]